cyclohexyl-carbenium C1(CCCCC1)[CH2+]